CC=1OCCN1 2-methyl-2-oxazolin